3-(3-methyl-5-oxo-4-((3-(pyrazin-2-yl)phenyl)carbamoyl)-4,5-dihydro-1H-pyrazol-1-yl)benzoate CC1=NN(C(C1C(NC1=CC(=CC=C1)C1=NC=CN=C1)=O)=O)C=1C=C(C(=O)[O-])C=CC1